O[C@H]1[C@@H](O[C@@H]2[C@@H]1O[Si](O[Si](OC2)(C(C)C)C(C)C)(C(C)C)C(C)C)N2C1=NC=NC(=C1N=C2)NC(C2=CC=CC=C2)=O N-(9-((6aS,8R,9R,9aR)-9-Hydroxy-2,2,4,4-tetraisopropyltetrahydro-6H-furo[3,2-f][1,3,5,2,4]trioxadisilocin-8-yl)-9H-purin-6-yl)benzamide